octadec-7,11-dienyl-amine C(CCCCCC=CCCC=CCCCCCC)N